CN1N=CC=2C(=NC(=CC21)C(=O)OC)C=2N(C=C(N2)C2=CC(=NN2C[C@@H]2OCC2)C)C methyl 1-methyl-4-[1-methyl-4-(3-methyl-1-{[(2R)-oxetan-2-yl]methyl}-1H-pyrazol-5-yl)-1H-imidazol-2-yl]-1H-pyrazolo[4,3-c]pyridine-6-carboxylate